C1(=CC=CC=C1)C=1C=CC=2N(C3=CC=C(C=C3C2C1)C1=CC=CC=C1)C1=NC(=C(C(=C1N1C2=CC=C(C=C2C=2C=C(C=CC12)C#N)C#N)C=1C=CC=2N(C3=CC=CC=C3C2C1)C1=CC=CC=C1)N1C2=CC=C(C=C2C=2C=C(C=CC12)C#N)C#N)N1C2=CC=C(C=C2C=2C=C(C=CC12)C1=CC=CC=C1)C1=CC=CC=C1 9,9'-(2,6-bis(3,6-diphenyl-9H-carbazol-9-yl)-4-(9-phenyl-9H-carbazol-3-yl)pyridine-3,5-diyl)bis(9H-carbazole-3,6-dicarbonitrile)